1,3,5-tris(3-pyridin-3-yl-phenyl)benzene N1=CC(=CC=C1)C=1C=C(C=CC1)C1=CC(=CC(=C1)C1=CC(=CC=C1)C=1C=NC=CC1)C1=CC(=CC=C1)C=1C=NC=CC1